N1N=NC=C1CNC1=NN=C(O1)C1CCN(CC1)C(=O)OCC1=CC(=CC(=C1)Cl)Br 3-bromo-5-chlorobenzyl 4-(5-(((1H-1,2,3-triazol-5-yl)methyl)amino)-1,3,4-oxadiazol-2-yl)piperidine-1-carboxylate